(2-(2,6-dioxopiperidin-3-yl)-3-oxoisoindolin-5-yl)methyl (2,6-difluoro-4-methylphenyl)carbamate FC1=C(C(=CC(=C1)C)F)NC(OCC=1C=C2C(N(CC2=CC1)C1C(NC(CC1)=O)=O)=O)=O